2-(4-(3-(1H-tetrazol-5-yl)pyrazolo[1,5-a]pyrimidin-6-yl)-3-methylnaphthalen-2-yl)-1,3,4-oxadiazole N1N=NN=C1C=1C=NN2C1N=CC(=C2)C2=C(C(=CC1=CC=CC=C21)C=2OC=NN2)C